4-(4-{[4-(1-hydroxy-2-methylpropan-2-yl)-2-(trifluoromethyl)phenyl]Methoxy}-3-methoxyphenyl)-2H,4H,5H,6H,7H-pyrazolo[3,4-b]Pyridin-6-one OCC(C)(C)C1=CC(=C(C=C1)COC1=C(C=C(C=C1)C1C=2C(NC(C1)=O)=NNC2)OC)C(F)(F)F